C(C)(C)(C)OC(=O)N1CC(C1)C=1C(=NC=CC1F)C 3-(4-fluoro-2-methylpyridin-3-yl)azetidine-1-carboxylic acid tert-butyl ester